(2S)-3-[(2'S,7R)-2-chloro-2'-methyl-spiro[4,5-dihydrothieno[2,3-c]pyran-7,4'-piperidine]-1'-yl]-2-hydroxy-N-methyl-propanamide ClC1=CC2=C(S1)[C@@]1(C[C@@H](N(CC1)C[C@@H](C(=O)NC)O)C)OCC2